(R)-2-((1-(3-(Difluoromethyl)-6-fluoro-4-oxo-2-(tetrahydro-2H-pyran-4-yl)-3,4-dihydroquinazolin-8-yl)ethyl)amino)-5-fluorobenzoic acid FC(N1C(=NC2=C(C=C(C=C2C1=O)F)[C@@H](C)NC1=C(C(=O)O)C=C(C=C1)F)C1CCOCC1)F